ClC=1C=C(C=CC1OCC1=NC=C(C=C1)Cl)NC=1C2=C(N=CN1)NC=C2C2CCN(CC2)C(C=C)=O 1-(4-(4-((3-chloro-4-((5-chloropyridin-2-yl)methoxy)phenyl)amino)-7H-pyrrolo[2,3-d]pyrimidin-5-yl)piperidin-1-yl)prop-2-en-1-one